(Hexyl)4-Hexyloxymethyl-2,2-dimethyl-1,3-dioxolane C(CCCCC)C1(OC(OC1)(C)C)COCCCCCC